5-(4-(difluoromethoxy)phenyl)-N-(2-((2R,6S)-2,6-dimethylmorpholino)-6-fluoropyrimidin-4-yl)pyridazin-3-amine FC(OC1=CC=C(C=C1)C=1C=C(N=NC1)NC1=NC(=NC(=C1)F)N1C[C@H](O[C@H](C1)C)C)F